[C@H]1([C@H](O)[C@@H](O)[C@H](O)[C@H](O1)CO)O[C@H]1[C@H](O[C@@H]([C@H]([C@@H]1O)O)CO)O[C@H]1C(O)O[C@@H]([C@H]([C@@H]1O)O)CO α-D-Glucopyranosyl-(1→2)-α-D-glucopyranosyl-(1→2)-D-glucopyranose